m-Nitroaniline [N+](=O)([O-])C=1C=C(N)C=CC1